C(#N)NC(C1=NC(=C(C=C1)N1CCN(CC1)CC1=CC=2NC(N(C(C2S1)=O)CC)=O)C)=O N-cyano-5-(4-((3-ethyl-2,4-dioxo-1,2,3,4-tetrahydrothieno[3,2-d]pyrimidin-6-yl)methyl)piperazin-1-yl)-6-methyl-picolinamide